NC=1N=NC(=CC1N1CCC2(CN(CCO2)C=2C=C(OCCN3CCN(CC3)C(=O)OC(C)(C)C)C=CC2)CC1)C1=C(C=CC=C1)O tert-butyl 4-(2-(3-(9-(3-amino-6-(2-hydroxyphenyl)pyridazin-4-yl)-1-oxa-4,9-diazaspiro[5.5]undecan-4-yl)phenoxy)ethyl)piperazine-1-carboxylate